4-(2-([1,1'-biphenyl]-4-yl)ethyl)-2,5-dimethylthiophene-3-carboxylic acid C1(=CC=C(C=C1)CCC=1C(=C(SC1C)C)C(=O)O)C1=CC=CC=C1